(E,Z)-4,9-Tetradecadienal C(CC\C=C\CCC\C=C/CCCC)=O